(6-fluoropyridin-3-yl)-5-(1-(pyridin-4-yl)ethoxy)isoindolin-1-one FC1=CC=C(C=N1)N1C(C2=CC=C(C=C2C1)OC(C)C1=CC=NC=C1)=O